N-(2-((2-amino-ethyl)(methyl)amino)ethyl)-4-((3-(3-fluoro-4-methoxyphenyl)imidazo[1,2-a]pyrazin-8-yl)amino)-2-methylbenzamide NCCN(CCNC(C1=C(C=C(C=C1)NC=1C=2N(C=CN1)C(=CN2)C2=CC(=C(C=C2)OC)F)C)=O)C